C(C)(C)C1=C(NC2=CC=C(C=C12)C=1C=NC(=CC1)N1CCN(CC1)C(C)C)C1=CC(=NC=C1)C 3-isopropyl-5-(6-(4-isopropylpiperazin-1-yl)pyridin-3-yl)-2-(2-methylpyridin-4-yl)-1H-indole